6-(4'-(dimethylamino)-[1,1'-biphenyl]-4-yl)-4-(methylthio)pyridin-2-amine CN(C1=CC=C(C=C1)C1=CC=C(C=C1)C1=CC(=CC(=N1)N)SC)C